CO[C@@H](CN(CC[C@@H](C(=O)O)NC1=NC=NC=C1)CCCCC1=NC=2NCCCC2C=C1)C (S)-4-(((R)-2-methoxypropyl)(4-(5,6,7,8-tetrahydro-1,8-naphthyridin-2-yl)butyl)amino)-2-(pyrimidin-4-ylamino)butanoic acid